NC1=CC2=C(N=C(O2)N2CCOCC2)C=C1CC=O 6-amino-2-morpholinobenzo[d]oxazol-5-acetaldehyde